FC(C=1C=C(C=C(C1)C(F)(F)F)[B-](C1=CC(=CC(=C1)C(F)(F)F)C(F)(F)F)(C1=CC(=CC(=C1)C(F)(F)F)C(F)(F)F)C1=CC(=CC(=C1)C(F)(F)F)C(F)(F)F)(F)F.B(O)(O)O.B(O)(O)O.B(O)(O)O.B(O)(O)O.[Na+] sodium tetraborate tetrakis(3,5-bis(trifluoromethyl)phenyl)borate